C1(=CC=CC=C1)C(N)C1=NN=NN1 phenyl(1H-tetrazol-5-yl)methanamine